6,8-difluoro-7-hydroxy-4-methyl-coumarin-3-acetic acid FC=1C=C2C(=C(C(OC2=C(C1O)F)=O)CC(=O)O)C